ClC=1C=C(C=CC1F)C1=CN(C=2N=CN(C(C21)=O)CC(=O)N2CC(C2)(C)F)C2CC2 5-(3-Chloro-4-fluorophenyl)-7-cyclopropyl-3-(2-(3-fluoro-3-methylazetidin-1-yl)-2-oxoethyl)-3,7-dihydro-4H-pyrrolo[2,3-d]pyrimidin-4-on